5-(2-((1-acetyl-4-ethylpiperidin-4-yl)amino)-2-oxoacetyl)-N-(4-fluoro-3-methylphenyl)-1,2,4-trimethyl-1H-pyrrole-3-carboxamide C(C)(=O)N1CCC(CC1)(CC)NC(C(=O)C1=C(C(=C(N1C)C)C(=O)NC1=CC(=C(C=C1)F)C)C)=O